3-fluoro-4-(2-hydroxypropane-2-yl)-N,N-dimethyl-5-(2-methyl-1H-benzimidazol-5-yl)benzamide FC=1C=C(C(=O)N(C)C)C=C(C1C(C)(C)O)C1=CC2=C(NC(=N2)C)C=C1